CC1=C(C=CC(=C1)OC)C(=O)OC(CO)CO 2-(2-methyl-4-methoxyphenyl)formyloxy-1,3-propanediol